1-{[1-(4-chloro-3-fluorophenyl)-3-methyl-1H-1,2,4-triazol-5-yl]methyl}-3-{[1-(8-fluoroquinoxalin-6-yl)-1H-1,2,4-triazol-5-yl]methyl}urea ClC1=C(C=C(C=C1)N1N=C(N=C1CNC(=O)NCC1=NC=NN1C=1C=C2N=CC=NC2=C(C1)F)C)F